O=C1C=C(C=NN1COCC[Si](C)(C)C)C(=O)NN 6-oxo-1-(2-trimethylsilylethoxymethyl)pyridazine-4-carbohydrazide